ClC1=C(C=NC=C1F)CC#N 2-(4-chloro-5-fluoro-3-pyridyl)acetonitrile